(S)-1-(4-acetyl-2-(2-bromo-6-chloropyridin-4-yl)piperazin-1-yl)prop-2-en-1-one C(C)(=O)N1C[C@@H](N(CC1)C(C=C)=O)C1=CC(=NC(=C1)Cl)Br